O=S1(CCN(CC1)CC1=C(C=CC=C1)C1=CC=C(C=C1)C=1C=CC2=C(NC(=N2)C)C1)=O 6-(2'-((1,1-Dioxidothiomorpholino)Methyl)-[1,1'-Biphenyl]-4-yl)-2-Methyl-1H-benzo[d]imidazol